FC=1C=C(OC(CNC(CC2=CC(=C(C=C2)C)C)=N)C)C=CC1 N-(2-m-fluorophenoxypropyl)-3,4-dimethylphenylacetamidine